NCCN(CCN(CCN(CCN)CCN)CCN(CCN)CCN)CCN N,N-bis(2-aminoethyl)-N',N'-bis[2-[bis(2-aminoethyl)amino]-ethyl]-1,2-ethanediamine